BrC=1C=C2C(=CC(=NC2=CC1)C=1C=NN(C1C)C1=C(C=CC(=C1)C)C)C(=O)O 6-bromo-2-[1-(2,5-dimethylphenyl)-5-methyl-1H-pyrazol-4-yl]-quinoline-4-Carboxylic Acid